CC1=CC2=C(N=CN=C2N)N1 6-methyl-7H-pyrrolo[2,3-d]pyrimidin-4-amine